[Si](C)(C)(C(C)(C)C)OCC[C@H]1N(S(OC1)(=O)=O)C(=O)OC(C)(C)C tert-butyl (4R)-4-(2-{[tert-butyl(dimethyl)silyl]oxy}ethyl)-2,2-dioxo-1,2λ6,3-oxathiazolidine-3-carboxylate